FC(N1NCC(C1)(N)C(F)(F)F)(F)F 2,4-bis(trifluoromethyl)-1H-pyrazol-4-amine